(2R,4R)-1-(5-chlorothiophene-2-ylcarbamoyl)-4-methoxypyrrolidine-2-carboxylic acid methyl ester COC(=O)[C@@H]1N(C[C@@H](C1)OC)C(NC=1SC(=CC1)Cl)=O